N1=CC=CC2=CC=C(C=C12)C1=C(C=CC(=N1)C#N)C=1C=NN(C1)CC(C(F)(F)F)(C)C 6-quinolin-7-yl-5-[1-(3,3,3-trifluoro-2,2-dimethylpropyl)-1H-pyrazol-4-yl]pyridine-2-carbonitrile